NC=1C=CC(=NC1)NC(C1=C(C=CC=C1)C(F)(F)F)=O N-(5-aminopyridin-2-yl)-2-(trifluoromethyl)benzamide